2-[[6-(1-methylindazol-6-yl)-3-morpholinosulfonyl-4-quinolyl]amino]benzoic acid CN1N=CC2=CC=C(C=C12)C=1C=C2C(=C(C=NC2=CC1)S(=O)(=O)N1CCOCC1)NC1=C(C(=O)O)C=CC=C1